5-((4-Methylpiperazin-1-yl)methyl)-2-(4-(2-((1-(methylsulfonyl)piperidin-4-yl)amino)-5-(trifluoromethyl)pyrimidin-4-yl)-1H-imidazol-1-yl)benzonitrile CN1CCN(CC1)CC=1C=CC(=C(C#N)C1)N1C=NC(=C1)C1=NC(=NC=C1C(F)(F)F)NC1CCN(CC1)S(=O)(=O)C